1,4-dibromoterephthalaldehyde BrC1(C=O)C=CC(C=O)(C=C1)Br